tert-Butyl 6-[(2,6-dichloro-4-pyridyl)-difluoro-methyl]-3-azabicyclo[3.1.0]hexane-3-carboxylate ClC1=NC(=CC(=C1)C(C1C2CN(CC12)C(=O)OC(C)(C)C)(F)F)Cl